[N+](=O)([O-])C1=C(SC(=C1[N+](=O)[O-])C1=CC=C(N(C2=CC=C(C=C2)Br)C2=CC=C(C=C2)Br)C=C1)C1=CC=C(N(C2=CC=C(C=C2)Br)C2=CC=C(C=C2)Br)C=C1 4,4'-(3,4-dinitrothiophene-2,5-diyl)bis(N,N-bis(4-bromophenyl)aniline)